FC=1C=C(C=CC1OC)S(=O)(=O)/C=C/CNC(=O)C1=CC2=C(NC1=O)CCCCC2 N-[(2E)-3-(3-fluoro-4-methoxybenzenesulfonyl)prop-2-en-1-yl]-2-oxo-1H,2H,5H,6H,7H,8H,9H-cyclohepta[b]pyridine-3-carboxamide